O=C(C1=CC(OC)=C(O)C=C1)C(=O)C1=CC(OC)=C(O)C=C1 bi-vanillin